Cl.C1(CCCC1)NC1=CC(=C2C(NC(=NC2=C1)CSC1CCNCC1)=O)F 7-(cyclopentylamino)-5-fluoro-2-((piperidin-4-ylthio)methyl)quinazolin-4(3H)-one hydrogen chloride salt